1-((1H-1,2,4-triazol-1-yl)methyl)-2,2-dimethyl-2,3-dihydro-1H-indene-1,5-diol N1(N=CN=C1)CC1(C(CC2=CC(=CC=C12)O)(C)C)O